C(N)(=O)C=1C(=NN(C1NC1=CC=C(C=N1)C(=O)OC)COCC[Si](C)(C)C)C1=CC(=C(C=C1)NS(=O)(=O)CC)O[C@@H](C)C1=CC=C(C=C1)F methyl 6-[(4-carbamoyl-3-{4-ethanesulfonamido-3-[(1S)-1-(4-fluorophenyl)ethoxy]phenyl}-1-{[2-(trimethylsilyl)ethoxy]methyl}-1H-pyrazol-5-yl)amino]pyridine-3-carboxylate